tert-butyl 4-(3-((2-(trifluoromethyl) pyrimidin-5-yl) oxy) pyrazin-2-yl)-3,6-dihydropyridine-1(2H)-carboxylate FC(C1=NC=C(C=N1)OC=1C(=NC=CN1)C=1CCN(CC1)C(=O)OC(C)(C)C)(F)F